CNC(=O)C=1C(=NC(=NC1)N1CCCC1)NC1=CC=C(C=C1)C(=O)N1CCOCC1 N-methyl-4-((4-(morpholine-4-carbonyl)phenyl)amino)-2-(pyrrolidin-1-yl)pyrimidine-5-carboxamide